4-((3-(5-(2-(2-aminopyridin-3-yl)-5-phenyl-3H-imidazo[4,5-b]pyridin-3-yl)pyridin-2-yl)azetidin-1-yl)methyl)cyclohexane-1-carboxylic acid NC1=NC=CC=C1C1=NC=2C(=NC(=CC2)C2=CC=CC=C2)N1C=1C=CC(=NC1)C1CN(C1)CC1CCC(CC1)C(=O)O